N-(3-(cyclopentylmethyl)-1H-pyrazol-5-yl)-4-morpholinopyrido[3',2':4,5]furo[3,2-d]pyrimidin-2-amin C1(CCCC1)CC1=NNC(=C1)NC=1N=C(C2=C(N1)C1=C(O2)N=CC=C1)N1CCOCC1